NC[C@@H](O)C=1C=CC(=NC1)C1=C(C=C(C#N)C=C1)OC1=CC(=NC(=C1)C)N1C[C@@H](O[C@@H](C1)C)C 4-[5-[(1S)-2-amino-1-hydroxyethyl]pyridin-2-yl]-3-[2-[(2S,6R)-2,6-dimethylmorpholin-4-yl]-6-methylpyridin-4-yl]oxybenzonitrile